N-(4-(6-Chloro-3-methyl-1H-pyrazolo[4,3-c]pyridin-1-yl)-3-(difluoromethoxy)benzyl)-1-(2,4-dimethoxyphenyl)methanamine ClC1=CC2=C(C=N1)C(=NN2C2=C(C=C(CNCC1=C(C=C(C=C1)OC)OC)C=C2)OC(F)F)C